OC(CCCCCCCC(=O)OCC(CO)O)C(CCCCCCCCO)O 2,3-dihydroxypropan-1-yl 9,10,18-trihydroxyoctadecanoate